C1(CC1)[C@@H]1N(C2=CC=CC=C2[C@@H]([C@H]1C)OC1=CC=CC=C1)C(C)=O ((2S,3S,4R)-2-cyclopropyl-3-methyl-4-phenoxy-3,4-dihydroquinolin-1(2H)-yl)ethanone